(S)-N-((-)-1-(3-amino-4-fluorophenyl)-3-cyclopropyl-1-(pyridin-2-yl)propyl)-2-methylpropan-2-sulfinamide NC=1C=C(C=CC1F)C(CCC1CC1)(C1=NC=CC=C1)N[S@@](=O)C(C)(C)C